CN(C/C=C/C(=O)N1CCN(CC1)C=1C=CN2N=CN=C(C21)NC2=CC(=C(C=C2)OC2=CC1=C(N(C=N1)C)C=C2)C)C (2E)-4-(dimethylamino)-1-{4-[4-({3-methyl-4-[(1-methyl-1,3-benzodiazol-5-yl)oxy]phenyl}amino)pyrrolo[2,1-f][1,2,4]triazin-5-yl]piperazin-1-yl}but-2-en-1-one